α-ethyl-acrylic acid C(C)C(C(=O)O)=C